perfluoro-2-propoxypropyl allyl ether C(C=C)OC(C(C(F)(F)F)(OC(C(C(F)(F)F)(F)F)(F)F)F)(F)F